BrC=1C=C2CN(C(C2=C(C1)F)=O)C(C)(C)C 5-bromo-2-(tert-butyl)-7-fluoroisoindol-1-one